BrC1=C(C(=O)OC)C(=C(C=C1Cl)F)F methyl 2-bromo-3-chloro-5,6-difluorobenzoate